C1(CC1)OC1CNC1 3-cyclopropoxyazetidin